ClC=1C=C(C=CC1F)C(C=1NC(=C(N1)S(=O)(=O)C)C)OC12CC(C1)(C2)C(C)(F)F 2-[(3-chloro-4-fluorophenyl)-[[3-(1,1-difluoroethyl)-1-bicyclo[1.1.1]pentanyl]oxy]methyl]-5-methyl-4-methylsulfonyl-1H-imidazole